CC(COCCCCCCCC)(COCCCCCCCC)C 2,2-dimethyl-1,3-bis(octoxy)propane